(2R)-1-[(9Z,12Z)-octadeca-9,12-dien-1-yloxy]dodecan-2-amine C(CCCCCCC\C=C/C\C=C/CCCCC)OC[C@@H](CCCCCCCCCC)N